FC1(CCN(CC1)C1=NC2=C(C=C(C=C2C(N1C1CCOCC1)=O)C)C(C)NC1=C(C(=O)O)C=CC=C1)F 2-[1-[2-(4,4-Difluoropiperidin-1-yl)-6-methyl-3-(oxan-4-yl)-4-oxoquinazolin-8-yl]ethylamino]benzoic acid